dibutylhydrogenphosphate C(CCC)OP(=O)(O)OCCCC